1-(2-(2,6-dioxopiperidin-3-yl)-1-oxoisoindoline-5-yl)piperidine-4-Formaldehyde O=C1NC(CCC1N1C(C2=CC=C(C=C2C1)N1CCC(CC1)C=O)=O)=O